N-(5-fluorotetralin-1-yl)-3-(2-methyl-4-pyridyl)-1H-indazol-5-amine FC1=C2CCCC(C2=CC=C1)NC=1C=C2C(=NNC2=CC1)C1=CC(=NC=C1)C